S-(tetrahydrothiophen-2-yl) thiobenzoate C(C1=CC=CC=C1)(=O)SC1SCCC1